1,3-dioxoisoindolin-2-yl (Z)-(3-(2-isopropyl-5-methylphenyl)-4-oxothiazolidinylidene)carbamate C(C)(C)C1=C(C=C(C=C1)C)N1/C(/SCC1=O)=N/C(ON1C(C2=CC=CC=C2C1=O)=O)=O